C1(CC1)C=1N=CN(C1)C1=C(C=C(C=C1)B1OC(C(O1)(C)C)(C)C)C(C)=O 1-[2-(4-cyclopropylimidazol-1-yl)-5-(4,4,5,5-tetramethyl-1,3,2-dioxaborolan-2-yl)phenyl]ethanone